aluminium tris-iso-propoxide CC([O-])C.CC([O-])C.CC([O-])C.[Al+3]